N1(CCNCC1)CC1CCN(CC1)C1=CC=C(C=C1)N1C(NC(CC1)=O)=O 1-{4-[4-(piperazin-1-ylmethyl)piperidin-1-yl]phenyl}-1,3-diazinane-2,4-dione